(R)-3-(4-chloro-2-oxo-3-(4-phenoxyphenyl)-2,3-dihydro-1H-imidazo[4,5-c]pyridin-1-yl)piperidine-1-carboxylic acid tert-butyl ester C(C)(C)(C)OC(=O)N1C[C@@H](CCC1)N1C(N(C=2C(=NC=CC21)Cl)C2=CC=C(C=C2)OC2=CC=CC=C2)=O